C(C)(C)(C)OC(=O)N1[C@H]2CC(C[C@@H]1CC2)NC2=C1C=CC=NC1=CC(=N2)NC2=NNC(=C2)C (1R,3S,5S)-3-((7-((5-methyl-1H-pyrazol-3-yl)amino)-1,6-naphthyridin-5-yl)amino)-8-azabicyclo[3.2.1]octane-8-carboxylic acid tert-butyl ester